(2R,3S)-N-((3S)-9-isopropyl-5-(3-methylphenyl)-2-oxo-2,3-dihydro-1H-1,4-benzodiazepin-3-yl)-2,3-bis(3,3,3-trifluoropropyl)succinamide Bismuth [Bi].C(C)(C)C1=CC=CC=2C(=N[C@@H](C(NC21)=O)NC([C@@H]([C@@H](C(=O)N)CCC(F)(F)F)CCC(F)(F)F)=O)C2=CC(=CC=C2)C